ClC1=C(C=C(C=C1)F)C1(NC(C2=C3C(=CC(=C12)NC(C1=CC(=CC(=C1)F)C(F)(F)F)=O)N(C=N3)CC(F)F)=O)O N-[6-(2-chloro-5-fluorophenyl)-3-(2,2-difluoroethyl)-6-hydroxy-8-oxo-7,8-dihydro-6H-imidazo[5,4-e]isoindol-5-yl]-5-fluoro-3-(trifluoromethyl)benzamide